bromo-2-methyl-4,7-dihydro-5H-spiro[benzo[d]oxazol-6,2'-indene]-1'(3'H)-one BrC1C2(C(C3=CC=CC=C13)=O)CC1=C(N=C(O1)C)CC2